CN(C1CN(C1)C(=O)C1=CC2=C(N=C(S2)CNC(=O)C2(CC3=CC=CC=C3C2)CC(=O)O)C=C1)C 2-[2-[[6-[3-(dimethylamino)azetidine-1-carbonyl]-1,3-benzothiazol-2-yl]methylcarbamoyl]indan-2-yl]acetic Acid